C(#N)C=1C2=C(N=C(N1)N[C@@H](C)C1=CC=C(CN3CCN(CC3)C(=O)OC(C)(C)C)C=C1)N(C(C=C2)=O)CC(C)(C)C tert-butyl 4-{4-[(1S)-1-{[4-cyano-8-(2,2-dimethylpropyl)-7-oxo-7,8-dihydropyrido[2,3-d]pyrimidin-2-yl] amino} ethyl] benzyl}piperazine-1-carboxylate